COCCOCCOCCOCCOCCOCCO 2,5,8,11,14,17-hexaoxa-nonadecan-19-ol